COC=1C=C(C=CC1)C=1N=C(SC1)NC1=CC=C(C=C1)S(=O)(=O)C 4-(3-methoxyphenyl)-N-(4-(methylsulfonyl)phenyl)thiazol-2-amine